[18F]CCC=1C=C(C[C@H](N)C(=O)O)C=CC1O 3-[2-(18F)fluoroethyl]tyrosine